C(C)(C)(C)OC(=O)N1CC(CCC1)C(=O)C1=CC2=C(C=CC=C2C=C1)C 3-(8-methylnaphthalene-2-carbonyl)piperidine-1-carboxylic acid tert-butyl ester